tert-butyl (S)-(1-(5-(1'-isopropyl-1',2',3',6'-tetrahydro-[3,4'-bipyridin]-6-yl)-3-methylthiophene-2-carbonyl)pyrrolidin-3-yl)carbamate C(C)(C)N1CCC(=CC1)C=1C=NC(=CC1)C1=CC(=C(S1)C(=O)N1C[C@H](CC1)NC(OC(C)(C)C)=O)C